FC1=CC=C(C=C1)S(=O)(=O)NC=1C=C(C=CC1O)NC(=O)C=1C=NC2=CC=CC=C2C1 N-(3-((4-fluorophenyl)sulfonamido)-4-hydroxyphenyl)quinoline-3-carboxamide